C(C1=CC=CC=C1)OC([C@H](C)NC(=O)C1N(CCN(C1)C)C(=O)[C@H]1N(C[C@@H](C1)O)C(=O)OC(C)(C)C)=O TERT-BUTYL (2S,4R)-2-(2-(((S)-1-(BENZYLOXY)-1-OXOPROPAN-2-YL) CARBAMOYL)-4-METHYLPIPERAZINE-1-CARBONYL)-4-HYDROXYPYRROLIDINE-1-CARBOXYLATE